C(C=C)(=O)NC1=C(C=CC(=C1)C)C1CCNC=2N1N=C(C2C(=O)N)C2=CC=C(C=C2)OCC2CC2 7-(2-Acrylamido-4-methylphenyl)-2-(4-(cyclopropylmethoxy)phenyl)-4,5,6,7-tetrahydropyrazolo[1,5-a]pyrimidine-3-carboxamide